3-[3-Cis-(trifluoromethoxy)cyclobutyl]propanoic acid FC(OC1(CCC1)CCC(=O)O)(F)F